(R)-2-(4,4-dimethylpiperidin-1-yl)-8-(1-((1,1-dioxidobenzo[d]isothiazol-3-yl)amino)ethyl)-6-methyl-4H-chromen-4-one CC1(CCN(CC1)C=1OC2=C(C=C(C=C2C(C1)=O)C)[C@@H](C)NC1=NS(C2=C1C=CC=C2)(=O)=O)C